2,9-bis(4-methoxyphenyl)-1,10-phenanthrolin chlorid [Cl-].COC1=CC=C(C=C1)C1=NC2=C3N=C(C=CC3=CC=C2C=C1)C1=CC=C(C=C1)OC